3-{6-[(3-Cyclopropyl-2-fluorophenyl)sulfonyl]-3-methyl-1,2,4-triazin-5-yl}-5-(2,4-dimethylbenzyl)-5,6-dihydro-4H-1,2,4-oxadiazine C1(CC1)C=1C(=C(C=CC1)S(=O)(=O)C1=C(N=C(N=N1)C)C1=NOCC(N1)CC1=C(C=C(C=C1)C)C)F